CNCCCNCCC1=CC(=CC=C1)OC1=CC=CC=C1 N1-methyl-N3-(3-phenoxyphenethyl)propane-1,3-diamine